p-bis(2,3,4-trihydroxybenzoyl-5-nitrobenzoyl)benzene OC1=C(C(=O)C2=C(C(=O)C3=CC=C(C=C3)C(C3=C(C=CC(=C3)[N+](=O)[O-])C(C3=C(C(=C(C=C3)O)O)O)=O)=O)C=C(C=C2)[N+](=O)[O-])C=CC(=C1O)O